FC(CCO)F 3,3-difluoropropan-1-ol